C1(=O)OOOC(OC(O1)=O)=O oxo tricarbonate